CNC1=CC=C(C=C1)C(C)(C)O 2-(4-methylaminophenyl)-2-propanol